6-chloro-2-methyl-3-[[2-[3-(6-oxo-1-tetrahydropyran-2-yl-pyridazin-4-yl)propyl]-2-azaspiro[3.3]heptan-6-yl]methyl]benzonitrile ClC1=CC=C(C(=C1C#N)C)CC1CC2(CN(C2)CCCC=2C=NN(C(C2)=O)C2OCCCC2)C1